3-(2,6-bis(benzyloxy)pyridin-3-yl)-6-(4-((S)-5-((1r,4s)-4-(3-bromo-2-methylphenoxy)cyclohexyl)pentan-2-yl)piperazin-1-yl)-1-methyl-1H-indazole C(C1=CC=CC=C1)OC1=NC(=CC=C1C1=NN(C2=CC(=CC=C12)N1CCN(CC1)[C@@H](C)CCCC1CCC(CC1)OC1=C(C(=CC=C1)Br)C)C)OCC1=CC=CC=C1